[C@H]1(CC[C@]12COCC2)OC2=NN=C(S2)NC(=O)C=2C=NC(=CC2C2=CC(=NC=C2OC)Cl)C |r| rac-N-(5-(((1R,4S)-6-oxaspiro[3.4]octan-1-yl)oxy)-1,3,4-thiadiazol-2-yl)-2'-chloro-5'-methoxy-6-methyl-[4,4'-bipyridine]-3-carboxamide